tris(hydroxymethyl)methyl(acrylamide) OCC(C(C(=O)N)=C)(CO)CO